C(C)N(CC)CCN(CCOC(OC(CCCCCCCCCC(=O)OCC(CCCCCC)CCCC)CCCCCC)=O)CCO 2-butyloctyl 3-ethyl-12-hexyl-6-(2-hydroxyethyl)-10-oxo-9,11-dioxa-3,6-diaza-heneicosane-21-carboxylate